4-dodecyloxy-1,3-diaminobenzene C(CCCCCCCCCCC)OC1=C(C=C(C=C1)N)N